pyrazolo[1,5-a]pyrimidin-3-carbonitril N1=CC(=C2N1C=CC=N2)C#N